COC([C@H](CCCC1=CC(=CC=C1)OCCCC)N1CCN(CCN(CCN(CC1)[C@H](C(OC)=O)COC(C)(C)C)[C@H](C(OC)=O)COC(C)(C)C)[C@H](C(=O)OC)COC(C)(C)C)=O (2S)-5-(3-Butoxyphenyl)-2-{4,7,10-tris[(2S)-3-tert-butoxy-1-methoxy-1-oxopropan-2-yl]-1,4,7,10-tetraazacyclododec-1-yl}pentanoic acid methyl ester